(2-chlorophenyl)-4-((2-((4-(((1-((1-(4-(2,6-dioxopiperidin-3-yl)phenyl)piperidin-4-yl)methyl)piperidin-4-yl)methyl)carbamoyl)phenyl)amino)-5-fluoropyrimidin-4-yl)amino)benzamide ClC1=C(C=CC=C1)C1=C(C(=O)N)C=CC(=C1)NC1=NC(=NC=C1F)NC1=CC=C(C=C1)C(NCC1CCN(CC1)CC1CCN(CC1)C1=CC=C(C=C1)C1C(NC(CC1)=O)=O)=O